Cl.COC=1C=C2C(=CC=NC2=CC1OC)OC1=CC=C(C=C1)NC(=O)NC1=NOC(=C1)C 1-(4-((6,7-dimethoxyquinolin-4-yl)oxy)phenyl)-3-(5-methylisoxazol-3-yl)urea hydrochloride